(S)-(7-chloro-6-hydroxy-1-methyl-1,3,4,5-tetrahydro-2H-pyrido[4,3-b]indol-2-yl)(5-methoxypyrimidin-2-yl)methanone ClC=1C=CC=2C3=C(NC2C1O)CCN([C@H]3C)C(=O)C3=NC=C(C=N3)OC